9-(4-aminocarbonylphenyl)-7-(1H-imidazol-1-yl)-9H-carbazole-2-carboxylic acid NC(=O)C1=CC=C(C=C1)N1C2=CC(=CC=C2C=2C=CC(=CC12)C(=O)O)N1C=NC=C1